3-(2-(6-(4-acetylphenyl)-1-oxoisoindolin-2-yl)butanamido)-5-fluoro-4-oxopentanoic acid C(C)(=O)C1=CC=C(C=C1)C1=CC=C2CN(C(C2=C1)=O)C(C(=O)NC(CC(=O)O)C(CF)=O)CC